BrC1=NN=C(C=2N1N=C(C2)C)O 7-bromo-2-methyl-pyrazolo[1,5-d][1,2,4]triazin-4-ol